ethynyloxazoline C(#C)C=1OCCN1